6-bromo-3H-1,3-benzothiazol-2-one BrC1=CC2=C(NC(S2)=O)C=C1